N-(2-(4-(4-acetylpiperazine-1-yl)piperidine-1-yl)-5-((6-((R)-3-(4-chloro-2-fluorophenyl)isoxazolidine-2-yl)pyrimidine-4-yl)amino)-4-methoxyphenyl)acrylamide dichloroquinolinate sodium [Na+].ClC1=C(C(=NC2=CC=CC=C12)C(=O)[O-])Cl.C(C)(=O)N1CCN(CC1)C1CCN(CC1)C1=C(C=C(C(=C1)OC)NC1=NC=NC(=C1)N1OCC[C@@H]1C1=C(C=C(C=C1)Cl)F)NC(C=C)=O